ClC1=CC=C(C=C1)N(C(=O)OCC1CCC(CC1)COCC(=O)[O-])C1=CC=CC=C1.[Na+] Sodium 2-(((1r,4r)-4-(((4-Chlorophenyl)(phenyl)carbamoyloxy)methyl)cyclohexyl)methoxy)acetate